NC(CC[SiH2]OCCCCCCCCCCCCCC(OCCCCCCCCCCCC)OCCCCCCCCCCCC)C 3-Aminobutyl(didodecanoxy)tetradecanoxysilan